4-(2-Ethylbutyl)-N-(3-(4-fluorophenoxy)-5-(4-(piperidine-1-carbonyl)phenoxy)phenyl)piperazine-1-carboxamide C(C)C(CN1CCN(CC1)C(=O)NC1=CC(=CC(=C1)OC1=CC=C(C=C1)C(=O)N1CCCCC1)OC1=CC=C(C=C1)F)CC